C(C(C)C)C=1C(=NC=CN1)OC ISOBUTYL-METHOXYPYRAZINE